N1=NC=CC2=C1C=1N(CC=C2)N=C2C1C=NC=C2 pyridazino[3,4-c]pyrido[4',3':3,4]pyrazolo[1,5-a]azepine